2,2'-((2,3-dimethoxy-5-methyl-6-(4,4,4-trifluorobutyl)-1,4-phenylene)bis(oxy))bis(tetrahydro-2H-pyran) COC1=C(C(=C(C(=C1OC)OC1OCCCC1)C)CCCC(F)(F)F)OC1OCCCC1